3-(4-hexyloxy-1,2,5-thiadiazol-3-yl)-1-methyl-piperidin-4-ol C(CCCCC)OC=1C(=NSN1)C1CN(CCC1O)C